ClC=1C=CC2=C(OC(S(N2)(=O)=O)CCCCl)C1 6-chloro-3-(3-chloropropyl)-1H-4,2,1-benzooxathiazine 2,2-dioxide